Benzyl (2E)-3-{4-[2-(5-tert-butyl-2-methoxyphenyl)-1,3-dioxolan-2-yl]phenyl}prop-2-Enoat C(C)(C)(C)C=1C=CC(=C(C1)C1(OCCO1)C1=CC=C(C=C1)/C=C/C(=O)OCC1=CC=CC=C1)OC